C(C1CCC(CC1)N=C=O)C1CCC(CC1)N=C=O 4,4'-methylenebiscyclohexyl diisocyanate